neoflavonol O1C(=O)C(=C(C2=CC=CC=C12)C1=CC=CC=C1)O